5-bromo-3-((2,3-dichloro-phenylimino)meth-yl)-2-(isobutyryloxy)phenyl nicotinate C(C1=CN=CC=C1)(=O)OC1=C(C(=CC(=C1)Br)C=NC1=C(C(=CC=C1)Cl)Cl)OC(C(C)C)=O